(tetrahydro-2H-pyran-4-yl)-7,8-dihydropteridin-6(5H)-one O1CCC(CC1)C1=NC=2NCC(NC2C=N1)=O